3,4,4'-trichlorobiphenyl ClC=1C=C(C=CC1Cl)C1=CC=C(C=C1)Cl